5'-(2-(4-([1,1'-biphenyl]-2-yl)-6-phenyl-1,3,5-triazin-2-yl)phenyl)spiro[cyclohexane-1,9'-fluorene]-2'-carbonitrile C1(=C(C=CC=C1)C1=NC(=NC(=N1)C1=CC=CC=C1)C1=C(C=CC=C1)C1=C2C=3C=CC(=CC3C3(C2=CC=C1)CCCCC3)C#N)C3=CC=CC=C3